3,5-diiodo-tyrosine hydrochloride Cl.IC=1C=C(C[C@H](N)C(=O)O)C=C(C1O)I